4-(1-(4-(Trifluoromethoxy)phenyl)-1H-1,2,4-triazol-3-yl)phenethyl (Z)-(3-(5-chloro-2-(2,2,2-trifluoroethoxy)phenyl)-4-oxothiazolidin-2-ylidene)carbamate ClC=1C=CC(=C(C1)N1/C(/SCC1=O)=N/C(OCCC1=CC=C(C=C1)C1=NN(C=N1)C1=CC=C(C=C1)OC(F)(F)F)=O)OCC(F)(F)F